C1(=CC=CC=C1)S(=O)(=O)N1C=C(C=2C(CCCC12)O)C(F)(F)F 1-(phenylsulfonyl)-3-(trifluoromethyl)-4,5,6,7-tetrahydro-1H-indol-4-ol